C(#N)C1(CC1)NC(=O)C=1N=C2N(C=C(C=C2)C2=NOC(=N2)C(F)(F)F)C1 N-(1-cyanocyclopropyl)-6-(5-(trifluoromethyl)-1,2,4-oxadiazol-3-yl)imidazo[1,2-a]pyridine-2-carboxamide